(R)-1,4-dimethyl-2-(3-((5-(trifluoromethyl)pyrimidin-2-yl)amino)piperidin-1-yl)-1H-benzo[d]imidazol-5-amine CN1C(=NC2=C1C=CC(=C2C)N)N2C[C@@H](CCC2)NC2=NC=C(C=N2)C(F)(F)F